(3,5-di-t-butyl-4-hydroxyphenyl) propionate C(CC)(=O)OC1=CC(=C(C(=C1)C(C)(C)C)O)C(C)(C)C